ClC1=CC(=C(C=C1)C1OC2=C(C=CC=C2C(=C1)F)C1CCN(CC1)CC=1N(C=2C(=NC=C(C2)C(=O)O)N1)CC1(CC1)CF)F 2-((4-(2-(4-chloro-2-fluorophenyl)-4-fluoro-2H-chromene-8-yl)piperidin-1-yl)methyl)-1-((1-(fluoromethyl)cyclopropyl)methyl)-1H-imidazo[4,5-b]pyridine-6-carboxylic acid